trans-4-((4-(2-Cyclopropyloxazol-4-yl)pyridin-2-yl)((trans-4-(5-methoxy-6-methylpyridin-2-yl)cyclohexyl)methyl)carbamoyl)cyclohexyl ((S)-1-hydroxypropan-2-yl)carbamate OC[C@H](C)NC(O[C@@H]1CC[C@H](CC1)C(N(C[C@@H]1CC[C@H](CC1)C1=NC(=C(C=C1)OC)C)C1=NC=CC(=C1)C=1N=C(OC1)C1CC1)=O)=O